FC(C=1C=NC(=NC1)NC1CCN(CC1)S(=O)(=O)N1CC(CCC1)CC=O)(F)F 2-(1-((4-((5-(Trifluoromethyl)pyrimidin-2-yl)amino)piperidin-1-yl)sulfonyl)piperidin-3-yl)acetaldehyde